trans-5-(2-(3-Methoxy-4-(trifluoromethyl)phenyl)cyclopropyl)-2,2'-bipyrimidine COC=1C=C(C=CC1C(F)(F)F)[C@H]1[C@@H](C1)C=1C=NC(=NC1)C1=NC=CC=N1